N-(5-(5-(difluoromethyl)-1,2,4-oxadiazol-3-yl)-2,3-dihydro-1H-inden-1-yl)-2-methylpyrimidine-4-carboxamide FC(C1=NC(=NO1)C=1C=C2CCC(C2=CC1)NC(=O)C1=NC(=NC=C1)C)F